5-bromo-3-methyl-1-(piperidin-4-yl)-1,3-dihydro-2H-benzo[d]imidazol-2-one BrC1=CC2=C(N(C(N2C)=O)C2CCNCC2)C=C1